4-cyclopropoxyaniline C1(CC1)OC1=CC=C(N)C=C1